2-(4,4-dimethyl-1,4-azasilinan-1-yl)-4-((2-hydroxyethyl)sulfonamido)-N-(6-(3,3,3-trifluoropropoxy)pyridin-2-yl)benzamide C[Si]1(CCN(CC1)C1=C(C(=O)NC2=NC(=CC=C2)OCCC(F)(F)F)C=CC(=C1)NS(=O)(=O)CCO)C